1-methylheptyl methylphosphonate CP(OC(CCCCCC)C)([O-])=O